[Cl-].[Cl-].[SiH3][Hf](C1C=C(C=C1)C(C)(C)C)(C1C2=CC=CC=C2C=2C=CC=CC12)[SiH3] Disilyl-(9-fluorenyl)(3-t-butylcyclopentadienyl)hafnium dichloride